O1CCN(CC1)C1=CC=C(NC=2C(=NC=C(N2)NCC(F)(F)F)C(=O)N)C=C1 3-(4-morpholinoanilino)-5-(2,2,2-trifluoroethylamino)pyrazine-2-carboxamide